(±)-(1S,5R,7S)-7-(2-bromoethyl)spiro[bicyclo[3.2.0]heptane-6,2'-[1,3]dioxolan]-2-one BrCC[C@H]1[C@H]2C(CC[C@H]2C12OCCO2)=O |r|